C(C)(C)(C)OC(N(C(CCC#C[Si](C(C)C)(C(C)C)C(C)C)C(F)F)CC=C)=O.ClC1=C(OC2=NC=C(C=C2C(=O)NC2=CN=NC=C2)C(F)(F)F)C=CC(=C1)OC(F)(F)F 2-[2-chloro-4-(trifluoromethoxy)phenoxy]-N-pyridazin-4-yl-5-(trifluoromethyl)pyridine-3-carboxamide tert-butyl-N-allyl-N-[1-(difluoromethyl)-5-triisopropylsilyl-pent-4-ynyl]carbamate